3,6-diamino-N2,N5-bis(2-aminoethyl)pyrazine-2,5-dicarboxamide NC=1C(=NC(=C(N1)C(=O)NCCN)N)C(=O)NCCN